4-(4-((1R,5S)-3,8-diazabicyclo[3.2.1]octan-3-yl)-8-fluoro-2-((3-methyl-3-azabicyclo[3.1.0]hexan-1-yl)methoxy)pyrido[4,3-d]pyrimidin-7-yl)-5-ethynyl-6-fluoronaphthalen-2-ol [C@H]12CN(C[C@H](CC1)N2)C=2C1=C(N=C(N2)OCC23CN(CC3C2)C)C(=C(N=C1)C1=CC(=CC2=CC=C(C(=C12)C#C)F)O)F